CC1=C2NCCN(C2=CC=C1)C=1C(N2CCOCCN(C=3C=CC=C(NC4=NC=C(C1)C2=N4)C3)C(=O)OC(C)(C)C)=O tert-butyl 16-(5-methyl-3,4-dihydro-2H-quinoxalin-1-yl)-15-oxo-11-oxa-2,8,14,20,21-pentazatetracyclo[12.6.2.13,7.018,22]tricosa-1(20),3,5,7(23),16,18,21-heptaene-8-carboxylate